glyceryl di-isostearate CC(C)CCCCCCCCCCCCCCC(=O)OCC(CO)OC(=O)CCCCCCCCCCCCCCC(C)C